NC=1C=C(C=CC1C(=O)O)C1=CC=C(C=C1)C1=CC(=C(C=C1)C(=O)O)N 3,3''-diamino-[1,1':4',1''-terphenyl]-4,4''-dicarboxylic acid